[Ca+2].C(CC)C(C(=O)[O-])C(=O)[O-] 2-propylmalonic acid calcium salt